BrC1=NC(=CC(=C1)[C@H]1NC[C@@H](NC1)C(=O)OC)Cl trans-methyl 5-(2-bromo-6-chloro-4-pyridyl)piperazine-2-carboxylate